C(C)(C)OC1=CC=C2C(=C1)C(N(C(C21CCNCC1)=O)CCNS(=O)(=O)C)C1CCC(CC1)C(C)C N-(2-(7-isopropoxy-1-((1s,4s)-4-isopropylcyclohexyl)-3-oxo-1H-spiro[isoquinoline-4,4-piperidin]-2(3H)-yl)ethyl)methanesulfonamide